C(C)NC(NC1=NC(=CC(=C1)CN1CCN(CC1)C=1C=CC(=NC1)C(=O)NC)C(F)(F)F)=O 5-(4-((2-(3-ethylureido)-6-(trifluoromethyl)pyridin-4-yl)methyl)piperazin-1-yl)-N-methylpicolinamide